di-tert-butyl (2R,4R)-4-((3,5-difluoropyridin-2-yl) methyl)-2-methyl-piperidine-1,4-dicarboxylate FC=1C(=NC=C(C1)F)C[C@@]1(C[C@H](N(CC1)C(=O)OC(C)(C)C)C)C(=O)OC(C)(C)C